N-tert-butyl-2-{[2-(4-{2-[(3S)-3-fluoropyrrolidin-1-yl]ethoxy}pyridin-2-yl)-5H,6H,7H-cyclopenta[d]pyrimidin-4-yl](methyl)amino}acetamide C(C)(C)(C)NC(CN(C)C=1C2=C(N=C(N1)C1=NC=CC(=C1)OCCN1C[C@H](CC1)F)CCC2)=O